tert-butyl (3-(dimethylcarbamoyl)bicyclo[1.1.1]pentan-1-yl)carbamate CN(C(=O)C12CC(C1)(C2)NC(OC(C)(C)C)=O)C